N-((1r,4r)-4-acetamidocyclohexyl)-4-(isopropylamino)-6-(2-methoxypyridin-3-yl)pyrrolo[1,2-b]pyridazine-3-carboxamide C(C)(=O)NC1CCC(CC1)NC(=O)C1=C(C=2N(N=C1)C=C(C2)C=2C(=NC=CC2)OC)NC(C)C